COC1=C(C=C(C=C1)NC1=NC(=CC(=N1)NC)C)N1N=NC(=C1)C1NCCC1 N2-(4-methoxy-3-(4-(pyrrolidin-2-yl)-1H-1,2,3-triazol-1-yl)phenyl)-N4,6-dimethylpyrimidine-2,4-diamine